12-fluoro-7-hydroxy-15-methyl-5,6,7,8,14,15-hexahydro-4H-1,16-ethenopyrazolo[4,3-g][1,5,9,11]benzoxatriazacyclotetradecin-4-one FC=1C=CC2=C(CN(C3=NC4=C(C(NCC(CO2)O)=O)C=NN4C=C3)C)C1